C(N)(=O)NC(C(C)S(N)(=O)=O)S(N)(=O)=O carbamoyl-1,2-disulfamoylpropylamine